3-(5-amino-2-chloro-3-fluorophenyl)-N-(4-methoxybenzyl)-N-methyl-1,6-naphthyridin-7-amine NC=1C=C(C(=C(C1)C=1C=NC2=CC(=NC=C2C1)N(C)CC1=CC=C(C=C1)OC)Cl)F